ClC1=CC(=C(COC2=CC=CC(=N2)C2CCN(CC2)CC2=NC3=C(N2CC2(CCC2)OC)C=CC=C3)C=C1)F 2-[(4-{6-[(4-Chloro-2-fluorobenzyl)oxy]pyridin-2-yl}piperidin-1-yl)methyl]-1-[(1-methoxycyclobutyl)methyl]-1H-benzimidazol